1-[5-(4-fluorophenyl)-6-isopropyl-1H-pyrazolo[4,3-g]quinolin-7-yl]hydroxyazetidine-3-carboxylic acid FC1=CC=C(C=C1)C1=C(C(=NC2=CC3=C(C=C12)C=NN3)N3C(C(C3)C(=O)O)O)C(C)C